C(=O)O.OCCOC=1C=C2C(=CC=NC2=CC1OC)N1CCC(CC1)C(CNS(=O)(=O)N)C N-(2-(1-(6-(2-hydroxyethoxy)-7-methoxyquinolin-4-yl)piperidin-4-yl)propyl)sulfamide formate salt